ClC1=CC(=NC2=C(C=CC=C12)Cl)NC1=NC=CC(=C1)C(F)(F)F 4,8-Dichloro-N-(4-(trifluoromethyl)pyridin-2-yl)chinolin-2-amin